5-((7-fluoro-2,3-dihydrobenzo[b][1,4]dioxin-5-yl)amino)-N-((1R,2S)-2-fluorocyclopropyl)-7-((methyl-d3)amino)pyrazolo[1,5-a]pyrimidine-3-carboxamide FC=1C=C(C2=C(OCCO2)C1)NC1=NC=2N(C(=C1)NC([2H])([2H])[2H])N=CC2C(=O)N[C@H]2[C@H](C2)F